C(C1=CC=CC=C1)NC(NC1=C(C(=O)OC)C=CC(=C1)OC)=O Methyl 2-(3-benzylureido)-4-methoxybenzoate